3-(3,4-difluoro-2-methoxy-5-(4,4,5,5-tetramethyl-1,3,2-dioxaborolan-2-yl)phenyl)-4,5-dimethyl-5-(trifluoromethyl)tetrahydrofuran-2-carboxylate FC=1C(=C(C=C(C1F)B1OC(C(O1)(C)C)(C)C)C1C(OC(C1C)(C(F)(F)F)C)C(=O)[O-])OC